C12(NCC(C1)C2)C=2N=NNC2 4-((1s,4R)-2-azabicyclo[2.1.1]hexan-1-yl)-1H-1,2,3-triazol